1-(tert-butoxycarbonyl)imidazole C(C)(C)(C)OC(=O)N1C=NC=C1